FC1=C(CN2N=CC(=C2)B2OC(C(O2)(C)C)(C)C)C(=CC=C1)F 1-(2,6-difluorobenzyl)-4-(4,4,5,5-tetramethyl-1,3,2-dioxaborolan-2-yl)-1H-pyrazole